ClC=1C=C(C=CC1F)NC(N(CC(C)(C)O)[C@@H]1COCC=2NC(C=3C=C(C=CC3C21)F)=O)=O (S)-3-(3-chloro-4-fluorophenyl)-1-(8-fluoro-6-oxo-1,4,5,6-tetrahydro-2H-pyrano[3,4-c]isoquinolin-1-yl)-1-(2-hydroxy-2-methylpropyl)urea